2-methylprop-2-enoic acid strontium salt [Sr+2].CC(C(=O)[O-])=C.CC(C(=O)[O-])=C